(3S)-3-(benzyloxycarbonylamino)-5-(dimethylamino)pentanoic acid tert-butyl ester C(C)(C)(C)OC(C[C@H](CCN(C)C)NC(=O)OCC1=CC=CC=C1)=O